C(C)(C)(C)OC(=O)N1CCC(CC1)CCN1C(=C(C2=CC=C(C(=C12)C=1C(=NN(C1C)C)C)Cl)CCCOC1=CC=CC2=CC=CC=C12)C(=O)OC(C)(C)C tert-butyl 1-(2-{1-[(tert-butoxy)carbonyl]piperidin-4-yl}ethyl)-6-chloro-3-[3-(naphthalen-1-yloxy)propyl]-7-(1,3,5-trimethyl-1H-pyrazol-4-yl)-1H-indole-2-carboxylate